C(C1=CC=CC=C1)(=O)[C@@]1(C[C@H](OCSC)[C@@H](CO[Si](C)(C)C(C)(C)C)O1)N1C(=O)N=C(N)C=C1 Benzoyl-3'-O-(methylthiomethyl)-5'-O-(tert-butyldimethylsilyl)-2'-deoxycytidine